(phenyldibenzofuranyl)(diphenyltriazinyl)(pyridinyl)benzene C1(=CC=CC=C1)C1=C(C2=C(OC3=C2C=CC=C3)C=C1)C=1C(=C(C=CC1)C1=NC=CC=C1)C1=NN=NC(=C1C1=CC=CC=C1)C1=CC=CC=C1